C(CCCCCCC)[N+]1(CCCC1)C N-n-octyl-N-methyl-pyrrolidinium